C1(=CC=CC2=CC=CC=C12)C1=C(C(=O)OCC)C(=CC(=N1)C1=CC=CC=C1)C1=CC=CC=C1 ethyl 2-(1-naphthyl)-4,6-diphenylnicotinate